O=C1N(CC(N1)=O)C1=C2CCN(C2=CC=C1)C(=O)OC(C)(C)C tert-butyl 4-(2,4-dioxoimidazolidin-1-yl)indoline-1-carboxylate